1-(3-fluoro-5-(5-(4-((4-methylpiperazin-1-yl)methyl)phenyl)-1H-pyrazolo[3,4-b]pyridin-3-yl)phenyl)-3-(pyrimidin-5-yl)urea FC=1C=C(C=C(C1)C1=NNC2=NC=C(C=C21)C2=CC=C(C=C2)CN2CCN(CC2)C)NC(=O)NC=2C=NC=NC2